C1(CCC1)C1=C(C=C(C(=C1)I)C)N(C(C#CCC)=O)C1=CC=C2C(=N1)C(N(C2)C)=O N-(2-cyclobutyl-4-iodo-5-methylphenyl)-N-{6-methyl-7-oxo-5H-pyrrolo[3,4-b]pyridin-2-yl}pent-2-ynamide